Cl.CN(CCN1N=CC(=C1)N)C 1-(2-(dimethylamino)ethyl)-1H-pyrazol-4-amine hydrochloride